S1C=NC2=C1C=C(C=C2)NC(=O)N2CC=1N(C[C@@H]2C)N=CC1N1S(CCC1)(=O)=O (6S)-N-(1,3-benzothiazol-6-yl)-3-(1,1-dioxo-1,2-thiazolidin-2-yl)-6-methyl-6,7-dihydro-4H-pyrazolo[1,5-a]pyrazine-5-carboxamide